[Cl-].CO[SiH2]CCC[N+](CCCCCCCCCCCCCCCCCC)(C)C 3-(methoxysilyl)propyldimethyloctadecyl-ammonium chloride